Cl.C(#N)C1=CC=C(C=C1)NN 4-cyanophenylhydrazine hydrochloride salt